2-(4-(aminomethyl)-4-methylpiperidin-1-yl)-5-(2,3-dichlorophenyl)-3,7-dihydro-4H-pyrrolo[2,3-d]pyrimidin-4-one NCC1(CCN(CC1)C=1NC(C2=C(N1)NC=C2C2=C(C(=CC=C2)Cl)Cl)=O)C